(3-bromophenyl)pyridine BrC=1C=C(C=CC1)C1=NC=CC=C1